1-(2-(methoxymethoxy)-4-(trifluoromethyl)phenyl)-4-(methylsulfinyl)-pyrrolo[1,2-d][1,2,4]triazine COCOC1=C(C=CC(=C1)C(F)(F)F)C=1C=2N(C(=NN1)S(=O)C)C=CC2